(6S,7S)-6-(3-bromo-2-fluorobenzyl)-7-(((R)-tert-butylsulfinyl)amino)-5-azaspiro[2.4]heptane-5-carboxylic acid tert-butyl ester C(C)(C)(C)OC(=O)N1CC2(CC2)[C@@H]([C@@H]1CC1=C(C(=CC=C1)Br)F)N[S@](=O)C(C)(C)C